tert-butyl N-[(1R)-1-[[tert-butyl(dimethyl)silyl]oxymethyl]-2-[2-chloro-4-(2-furylmethylamino)-7-methyl-thieno[3,2-d]pyrimidin-6-yl]ethyl]carbamate [Si](C)(C)(C(C)(C)C)OC[C@@H](CC1=C(C=2N=C(N=C(C2S1)NCC=1OC=CC1)Cl)C)NC(OC(C)(C)C)=O